C(C=C)(=O)N1C[C@@H](N(C[C@H]1C)C1=NC(N2C3=C(C(=C(C=C13)Cl)C1=C(C=CC=C1O)F)OC[C@H]2CO)=O)C (3R,10R)-7-((2S,5R)-4-acryloyl-2,5-dimethylpiperazin-1-yl)-9-chloro-10-(2-fluoro-6-hydroxyphenyl)-3-(hydroxymethyl)-2H-[1,4]oxazino[2,3,4-ij]quinazolin-5(3H)-one